N=1NC=C2CCC3=C(C12)C=C(O3)C(=O)N 4,5-dihydro-2H-furo[2,3-g]indazol-7-carboxamid